C(C)(=O)O.N1CCCCC1 piperidine acetic acid salt